N1C(=NC2=C1C=CC=C2)C2=CC(=NN2)NC(=O)C=2C=NC(=CC2)N2[C@@H](CCC2)CO N-[5-(1H-benzimidazol-2-yl)-1H-pyrazol-3-yl]-6-[(2S)-2-(hydroxymethyl)-pyrrolidin-1-yl]pyridine-3-carboxamide